ClC=1C=2C(=N[C@H](C3=NN=C(N3C2C=NC1C1CC1)C)C)C1=C(C=CC=C1F)F (7S)-11-chloro-12-cyclopropyl-9-(2,6-difluorophenyl)-3,7-dimethyl-2,4,5,8,13-pentaazatricyclo[8.4.0.02,6]tetradeca-1(10),3,5,8,11,13-hexa-ene